4-((2,6-difluoro-4-(3-(methylsulfonamido)-1H-1,2,4-triazol-1-yl)benzyl)oxy)-3-fluorophenyl sulfurofluoridate S(OC1=CC(=C(C=C1)OCC1=C(C=C(C=C1F)N1N=C(N=C1)NS(=O)(=O)C)F)F)(=O)(=O)F